[N+](=O)([O-])C=1C(=CC2=C(OCCO2)C1)C(=O)OC methyl 7-nitro-1,4-benzodioxan-6-carboxylate